ClC1(C2(OC2(CCC1)Cl)C=C)Cl 2,2,6-trichloro-1-vinyl-7-oxabicyclo[4.1.0]heptane